2-(2,6-dioxapiperidin-3-yl)-5,6-difluoroisoindoline-1,3-dione N1OC(CCO1)N1C(C2=CC(=C(C=C2C1=O)F)F)=O